C1CCN2CC=C(CC12)C1=CNC2=CC=CC=C12 3-(1,2,3,4,5,8-hexahydroindolizin-7-yl)-1H-indole